(S)-2-(2-(3-(1-((R)-1-acetylpyrrolidin-3-yl)piperidin-4-yl)-1-methyl-1H-pyrazolo[4,3-b]pyridin-5-yl)-7-(4-chlorophenyl)-5-methylbenzo[d]thiazol-6-yl)-2-(tert-butoxy)acetic acid C(C)(=O)N1C[C@@H](CC1)N1CCC(CC1)C1=NN(C=2C1=NC(=CC2)C=2SC1=C(N2)C=C(C(=C1C1=CC=C(C=C1)Cl)[C@@H](C(=O)O)OC(C)(C)C)C)C